C(C)(=O)NC=1C=CC(=C(C(=O)NC=2SC=C(C3=C(N2)C=CC=C3C)C)C1)C 5-(acetylamino)-N-(5,6-dimethylbenzo[d][1,3]thiazepin-2-yl)-2-methylbenzamide